(3-((5-cyano-4-(4-fluorophenyl-2,3,5,6-d4) thiazol-2-yl) (methyl) amino)-2-ethyl-6-fluoropyrazolo[1,5-a]pyridin-5-yl) piperazine-1-carboxylate N1(CCNCC1)C(=O)OC1=CC=2N(C=C1F)N=C(C2N(C)C=2SC(=C(N2)C2=C(C(=C(C(=C2[2H])[2H])F)[2H])[2H])C#N)CC